C1(CC1)C=1C(=C2C=CNC2=C(C1)C)CN1[C@@H](CC2(CC(C2)C#N)CC1)C1=CC=C(C=C1)C(=O)N1CC2(C1)CN(C2)C (2R,4s,6S)-7-((5-cyclopropyl-7-methyl-1H-indol-4-yl)methyl)-6-(4-(6-methyl-2,6-diazaspiro[3.3]heptane-2-carbonyl)phenyl)-7-azaspiro[3.5]nonane-2-carbonitrile